FC=1C=C2C(=C(C(C2=CC1)=CC1=CC(=CC=C1)C(C1=CC=CC=C1)O)C)CC(=O)O 2-(5-Fluoro-1-(3-(hydroxy(phenyl)methyl)benzylidene)-2-methyl-1H-inden-3-yl)acetic acid